FC1(OC(OC1(F)F)(C(F)(F)F)C(F)(F)F)F perfluorodimethyl-dioxolane